N1(CC=CC1)C(=O)C1=C(C=CC=C1)C (2,5-Dihydro-1H-pyrrol-1-yl)(o-tolyl)methanone